(3,4,5-trimethoxyphenyl)-imidazo[4,5-c]pyridine COC=1C=C(C=C(C1OC)OC)C=1NC2=C(C=NC=C2)N1